ClC=1C(=NC=CC1C1=C(C(=CC=C1)NC1=NC=CC(=C1F)CN1CC(C1)COC)Cl)C1=CC(=C(CNC[C@H]2CCC(N2)=O)C=C1)OC (R)-5-(((4-(3-chloro-4-(2-chloro-3-((3-fluoro-4-((3-(methoxymethyl)azetidin-1-yl)methyl)pyridin-2-yl)amino)phenyl)pyridin-2-yl)-2-methoxybenzyl)amino)methyl)pyrrolidin-2-one